2,6-di-tert-Butyl-4-methylphenol C(C)(C)(C)C1=C(C(=CC(=C1)C)C(C)(C)C)O